6-cyclopropaneamido-4-[(3-methanesulfonylpyridin-2-yl)amino]-N-(2H3)methylpyridazine-3-carboxamide C1(CC1)C(=O)NC1=CC(=C(N=N1)C(=O)NC([2H])([2H])[2H])NC1=NC=CC=C1S(=O)(=O)C